ClC1=NN2C=3CCCN(C3C=NC2=C1)C(=O)OC(C)(C)C tert-butyl 4-chloro-2,3,7,10-tetrazatricyclo[7.4.0.02,6]trideca-1(9),3,5,7-tetraene-10-carboxylate